CN1CC(N(CC1)C1=CC=C(C=C1)C1=CC=2N(N=C1C)C(=CN2)C2=CC=NC1=CC(=CC=C21)C2=CC=NC=C2)=O 4-Methyl-1-(4-(6-methyl-3-(7-(pyridin-4-yl)quinolin-4-yl)imidazo[1,2-b]pyridazin-7-yl)phenyl)piperazin-2-one